5-[4-amino-5-(trifluoromethyl)-pyrrolo[2,1-f][1,2,4]triazin-7-yl]-N-[(3R,4S)-1-[1-(2,3-difluoropyridin-4-yl)ethyl]-4-fluoropyrrolidin-3-yl]-2-methoxypyridine-3-carboxamide NC1=NC=NN2C1=C(C=C2C=2C=C(C(=NC2)OC)C(=O)N[C@@H]2CN(C[C@@H]2F)C(C)C2=C(C(=NC=C2)F)F)C(F)(F)F